C(C1=CC=CC=C1)O[C@@H]1C[C@H](C1)O trans-3-(benzyloxy)cyclobutan-1-ol